1,1'-ethane-1,2-diylbis[2-(2-methoxyethyl)-3,4-dihydroisoquinolinium] dibromide [Br-].[Br-].C(CC1=[N+](CCC2=CC=CC=C12)CCOC)C1=[N+](CCC2=CC=CC=C12)CCOC